CC=1N=CC=2N(C1)N=C(C2)C(=O)OCC Ethyl 6-methylpyrazolo[1,5-a]pyrazine-2-carboxylate